4-(((tert-butyldimethylsilyl)oxy)methyl)-6-methylpyridin-2-ol [Si](C)(C)(C(C)(C)C)OCC1=CC(=NC(=C1)C)O